5-((4,6-Difluoro-1-((2-(trimethylsilyl)ethoxy)methyl)-1H-indol-5-yl)oxy)-2-fluorobenzimidamide FC1=C2C=CN(C2=CC(=C1OC=1C=CC(=C(C(N)=N)C1)F)F)COCC[Si](C)(C)C